5-((2-amino-3-fluoropyridin-4-yl)methyl)-3,4-difluoro-2-((2-fluoro-4-iodo-5-methoxyphenyl)amino)benzoic acid methyl ester COC(C1=C(C(=C(C(=C1)CC1=C(C(=NC=C1)N)F)F)F)NC1=C(C=C(C(=C1)OC)I)F)=O